1-((5-(tert-butyl)oxazol-2-yl)methyl)thiourea C(C)(C)(C)C1=CN=C(O1)CNC(=S)N